9-cyclopropylethynyl-2-((S)-1-[1,4]dioxan-2-ylmethoxy)-1-isopropyl-6,7-dihydro-pyrido[2,1-a]isoquinolin-4-one C1(CC1)C#CC=1C=C2CCN3C(C2=CC1)=C(C(=CC3=O)OC[C@H]3OCCOC3)C(C)C